imidazolyl oleate C(CCCCCCC\C=C/CCCCCCCC)(=O)OC=1NC=CN1